(R)-2-chloro-N,N-dimethyl-4-(methyl(1-(1-(3,3,3-trifluoro-2-hydroxy-2-phenylpropanoyl)piperidin-4-yl)azetidin-3-yl)amino)benzamide ClC1=C(C(=O)N(C)C)C=CC(=C1)N(C1CN(C1)C1CCN(CC1)C([C@@](C(F)(F)F)(C1=CC=CC=C1)O)=O)C